FC1=C(C(=CC=C1)OC)[C@@H](N[S@@](=O)C(C)(C)C)C=1N(C2=CC=CC=C2C1)S(=O)(=O)C1=CC=CC=C1 (S)-N-((R)-(2-fluoro-6-methoxyphenyl)(1-(phenylsulfonyl)-1H-indol-2-yl)methyl)-2-methylpropan-2-sulfinamide